C1=C(C=CC2=CC=CC=C12)C=1C2=CC=CC=C2C(=C2C=CC=CC12)C1=CC2=CC=CC=C2C=C1 (9,10-Di(2-naphthyl))anthracene